N-(6-((5-chloro-2-((2-methoxy-6-(4-morpholinopiperidin-1-yl)pyridin-3-yl)amino)pyrimidine-4-yl)amino)quinolin-5-yl)methanesulfonamide ClC=1C(=NC(=NC1)NC=1C(=NC(=CC1)N1CCC(CC1)N1CCOCC1)OC)NC=1C(=C2C=CC=NC2=CC1)NS(=O)(=O)C